FC1=CC=C(S1)CC[C@]1(CN(CC1)C(C)(C)C=1C=NC(=CC1)C)C(C)(C)NS(=O)(=O)C1=CC=CC=C1 |o1:8| (S or R)-N-(2-(3-(2-(5-fluorothiophen-2-yl)ethyl)-1-(2-(6-methylpyridin-3-yl)propan-2-yl)pyrrolidin-3-yl)propan-2-yl)benzenesulfonamide